1-(2-(4-(6-(1-methyl-1H-pyrazol-4-yl)pyrazolo[1,5-a]pyridin-3-yl)piperazin-1-yl)pyrimidin-5-yl)-3-phenylpropan-1-ol CN1N=CC(=C1)C=1C=CC=2N(C1)N=CC2N2CCN(CC2)C2=NC=C(C=N2)C(CCC2=CC=CC=C2)O